C(CCCCCCCCCCCCCC)OC1=C(C=CC(=C1)N)N pentadecoxy-2,5-diaminobenzene